O1C(=NC2=C1C=CC=C2)C2=CC=C(C=C2)C2=CC=C(C=C2)N(C2=CC=C(C=C2)C2=CC1=C(N=C(O1)C1=CC3=CC=CC=C3C=C1)C=C2)C2=CC=CC=C2 (4'-benzoxazol-2-yl-[1,1']biphenyl-4-yl)-N-phenyl-N-{4-(2-naphthalen-2-yl-benzoxazol-6-yl)-phenyl}-amine